2-((1R,5S)-8-(7-(3-hydroxynaphthalen-1-yl)-2-(((S)-1-methylpyrrolidin-2-yl)methoxy)quinazolin-4-yl)-3,8-diazabicyclo[3.2.1]octan-3-yl)-1-(piperidin-4-yl)ethan-1-one OC=1C=C(C2=CC=CC=C2C1)C1=CC=C2C(=NC(=NC2=C1)OC[C@H]1N(CCC1)C)N1[C@H]2CN(C[C@@H]1CC2)CC(=O)C2CCNCC2